[1-[3-Oxo-3-[3-(trifluoromethyl)-6,8-dihydro-5H-[1,2,4]triazolo[4,3-a]pyrazin-7-yl]propoxy]ethyl]-5-(trifluoromethyl)-1H-pyridazin-6-one O=C(CCOC(C)N1N=CC=C(C1=O)C(F)(F)F)N1CC=2N(CC1)C(=NN2)C(F)(F)F